ClC1=C(C(=CC=C1)Cl)N1CN(C2=NC(=NC=C2C1)NC1=CC=C(C=C1)N1CC2CCC(C1)N2C)C 3-(2,6-dichlorophenyl)-1-methyl-7-((4-(8-Methyl-3,8-diazabicyclo[3.2.1]oct-3-yl)phenyl)amino)-2,3-dihydropyrimido[4,5-d]pyrimidine